CC1C(CCC1=C)C(CC#N)C 3-(2-methyl-3-methylene-1-cyclopentyl)butanenitrile